N-(4-(2-(hydroxymethyl)-4-methylpiperazin-1-yl)phenyl)-4-((8-methyl-2,3-dihydro-1H-pyrido[2,3-b][1,4]oxazin-7-yl)amino)-2-oxo-1,2-dihydropyridine-3-carboxamide OCC1N(CCN(C1)C)C1=CC=C(C=C1)NC(=O)C=1C(NC=CC1NC1=C(C2=C(OCCN2)N=C1)C)=O